methyl ((2-(bis(3-chloro-4-fluorophenyl)methyl)-1H-imidazol-5-yl)sulfonyl)glycinate ClC=1C=C(C=CC1F)C(C=1NC(=CN1)S(=O)(=O)NCC(=O)OC)C1=CC(=C(C=C1)F)Cl